(5-(benzyloxy)-2,4-difluorophenyl)(6-(3-methyl-1-(o-tolyl)-1H-pyrazol-5-yl)-2-azaspiro[3.3]heptan-2-yl)methanone C(C1=CC=CC=C1)OC=1C(=CC(=C(C1)C(=O)N1CC2(C1)CC(C2)C2=CC(=NN2C2=C(C=CC=C2)C)C)F)F